FC(C1=C2C=C(NC2=CC(=C1)F)C(=O)N(C)[C@H]1COCC=2NC(C=3C=C(C=CC3C21)F)=O)F |r| Racemic-4-(difluoromethyl)-6-fluoro-N-(8-fluoro-6-oxo-1,4,5,6-tetrahydro-2H-pyrano[3,4-c]isoquinolin-1-yl)-N-methyl-1H-indole-2-carboxamide